ClC1=C(C(=O)NC=2C=CC=3N(C2)C(=NN3)SC)C(=CC=C1)Cl 2,6-dichloro-N-(3-(methylsulfanyl)-[1,2,4]triazolo[4,3-a]pyridin-6-yl)benzamide